FC1=CC=C(C=C1)C=1C(C(=CN(C1)C(C)C)C(=O)NC1=CC=C(OC2=CC=NC3=CN=C(C=C23)C(=O)NC2CCN(CC2)C)C=C1)=O 4-[4-[[5-(4-fluorophenyl)-1-isopropyl-4-oxo-pyridine-3-carbonyl]amino]phenoxy]-N-(1-methyl-4-piperidyl)-1,7-naphthyridine-6-carboxamide